(4-(10-(4-(triphenylsilyl)phenyl)anthracen-9-yl)phenyl)phosphine oxide C1(=CC=CC=C1)[Si](C1=CC=C(C=C1)C1=C2C=CC=CC2=C(C2=CC=CC=C12)C1=CC=C(C=C1)[PH2]=O)(C1=CC=CC=C1)C1=CC=CC=C1